NC1=C(C=C(C=C1)C=1C=C(C(N(C1)C)=O)C)NC[C@@H](C)OCC (R)-5-(4-amino-3-((2-ethoxypropyl)amino)phenyl)-1,3-dimethylpyridin-2(1H)-one